CC=1C=C(C(=NC1)C(=O)N1[C@@H]2[C@@H](C[C@H](C1)C2)NC2=NC=C(N=C2)C(F)(F)F)C2=NC=CC=N2 (5-methyl-3-(pyrimidin-2-yl)pyridin-2-yl)((1S,4S,6R)-6-((5-(trifluoromethyl)pyrazin-2-yl)amino)-2-azabicyclo[2.2.1]heptan-2-yl)methanone